2-(6-(Ethylamino)-4-(1-methyl-4-(4-methyl-4H-1,2,4-triazol-3-yl)-1H-pyrazol-5-yl)pyridin-2-yl)-3-oxo-7-(trifluoromethyl)isoindoline-5-carbaldehyde C(C)NC1=CC(=CC(=N1)N1CC2=C(C=C(C=C2C1=O)C=O)C(F)(F)F)C1=C(C=NN1C)C1=NN=CN1C